COC(=O)C1=NC(=CN=C1)C=1C(=C2COC(C2=CC1)=O)C 6-(4-methyl-1-oxo-1,3-dihydroisobenzofuran-5-yl)pyrazine-2-carboxylic acid methyl ester